1-(6-(difluoromethyl)pyridin-3-yl)-3-(isoquinolin-4-yl)-2-oxoimidazolidine-4-carbonitrile FC(C1=CC=C(C=N1)N1C(N(C(C1)C#N)C1=CN=CC2=CC=CC=C12)=O)F